[C@@H]12N(C[C@@H](NC1)C2)C(CC2=CC(=C(C=C2)C=2N(C1=NC=NC(=C1N2)OC2(CC2)C)CC2=NC=CC(=C2)C)Cl)=O 1-((1S,4S)-2,5-diazabicyclo[2.2.1]heptan-2-yl)-2-(3-chloro-4-(6-(1-methylcyclopropoxy)-9-((4-methylpyridin-2-yl)methyl)-9H-purin-8-yl)phenyl)ethan-1-one